chromen-3-ol O1CC(=CC2=CC=CC=C12)O